C(C)(=O)C=1C2=C(C(=NC1)N)C(=NN2C2CNCC2)C#CC=2C=CC1=CN(N=C1C2)C2CC2 3-(7-acetyl-4-amino-3-((2-cyclopropyl-2H-indazol-6-yl)ethynyl)-1H-pyrazolo[4,3-c]pyridin-1-yl)pyrrolidine